N[C@@H](C(=O)NC1=CC(=C(C=C1)C1=C2C(=NC=C1)NC(=C2)C(F)F)C)CC(C)(C)C (2R)-2-Amino-N-[4-[2-(difluoromethyl)-1H-pyrrolo[2,3-b]pyridin-4-yl]-3-methyl-phenyl]-4,4-dimethyl-pentanamide